NC1=C2C(=NC=N1)N(N=C2C2=CC=C(C=C2)OC2=C(C(=CC=C2)OC([2H])([2H])[2H])F)[C@@H]2C[C@@H](CCC2)O (1R,3S)-3-(4-amino-3-(4-(2-fluoro-3-(methoxy-d3)phenoxy)phenyl)-1H-pyrazolo[3,4-d]pyrimidin-1-yl)cyclohexanol